C(C)(C)(C)OC(=O)N1N=C(C=C1)NC1=NC(=CC(=C1)C(F)(F)F)C 3-{[6-methyl-4-(trifluoromethyl)pyridin-2-yl]amino}-1H-pyrazole-1-carboxylic acid tert-butyl ester